5-methoxypyrimidine-4-amine COC=1C(=NC=NC1)N